SCC1=CC=C(C=C1)CS α,α'-dimercapto-p-xylene